methyl 4-amino-1-(2,6-dichloro-4-ethoxyphenyl)-6-oxo-1,6-dihydropyrimidine-5-carboxylate NC=1N=CN(C(C1C(=O)OC)=O)C1=C(C=C(C=C1Cl)OCC)Cl